CYCLOOCTEN C1=CCCCCCC1